BrC=1C=C(C=CC1)C(C(=O)N)CSC1=NC(=CC=C1C#N)C1CC1 (3-bromophenyl)-3-((3-cyano-6-cyclopropylpyridin-2-yl)thio)propanamide